Dichloro(benzylidene)bis(tricyclohexylphosphine) ruthenium(II) [Ru+2].ClP(C(C1=CC=CC=C1)P(C1CCCCC1)(C1CCCCC1)(C1CCCCC1)Cl)(C1CCCCC1)(C1CCCCC1)C1CCCCC1